OCC1CC(C1)OC1=NOC(=C1)C(C(=O)OC)C(C)C methyl 2-[3-[3-(hydroxymethyl) cyclobutoxy] isoxazol-5-yl]-3-methyl-butanoate